4-((((6-(2,4-dioxotetrahydropyrimidin-1(2H)-yl)pyridazin-3-yl)methyl)amino)methyl)-N-(4-methyl-3-((4-(pyridin-3-yl)pyrimidin-2-yl)amino)phenyl)benzamide O=C1N(CCC(N1)=O)C1=CC=C(N=N1)CNCC1=CC=C(C(=O)NC2=CC(=C(C=C2)C)NC2=NC=CC(=N2)C=2C=NC=CC2)C=C1